CC(C)N1N=C(C(=C(C1=O)C#N)C1=CC=CC=C1)C1=CC=CC=C1 2,3-dihydro-2-(1-methylethyl)-3-oxo-5,6-diphenyl-4-pyridazinecarbonitrile